(S)-2-(trifluoromethyl)-5-(4-(7-(trifluoromethyl)pyrazolo[1,5-a]pyridin-2-yl)-1,4,6,7-tetrahydro-5H-imidazo[4,5-c]pyridin-5-yl)-1,3,4-oxadiazole FC(C=1OC(=NN1)N1[C@@H](C2=C(CC1)NC=N2)C2=NN1C(C=CC=C1C(F)(F)F)=C2)(F)F